COC1=C(C=CC=C1)CC(=O)O 2-(2-methoxyphenyl)acetic acid